COC1=CC(=C(C2=C1OCCO2)C(C)=O)[N+](=O)[O-] 1-(8-methoxy-6-nitro-2,3-dihydrobenzo[b][1,4]dioxin-5-yl)ethan-1-one